NC1=CC=C(C(=N1)C1=C(C=CC=C1)O)C 2-(6-amino-3-methylpyridin-2-yl)phenol